ClC1=CC=C(C(=O)NC=2C(N(N(C2C2=C(C=C(C=C2F)OC)F)C)C2=CC(=CC=C2)F)=O)C=C1 4-chloro-N-[5-(2,6-difluoro-4-methoxyphenyl)-2-(3-fluorophenyl)-1-methyl-3-oxo-2,3-dihydro-1H-pyrazol-4-yl]benzamide